rac-(3ar,5r,7s,7ar)-5-(2,6-dimethylphenyl)-1,3,3,5,7-pentamethyloctahydrobenzo[c]isoxazole CC1=C(C(=CC=C1)C)[C@]1(C[C@@H]2[C@H](N(OC2(C)C)C)[C@H](C1)C)C |r|